C1(CCCC1)NC1=C(C=C(C=C1)[C@@H]1N(CCC[C@@H]1C(=O)OCC)C(C1=C(C=CC=C1C([2H])([2H])[2H])F)=O)I ethyl (2R,3S)-2-(4-(cyclopentylamino)-3-iodophenyl)-1-(2-fluoro-6-(methyl-d3)benzoyl)piperidine-3-carboxylate